OC1=C2C=CC=CC2=C(C2=CC=CC=C12)C=1C2=CC=CC=C2C(=C2C=CC=CC12)O dihydroxy-9,9'-bianthracene